5-(((2R,4S)-4-Hydroxy-1-methylpyrrolidin-2-yl)methoxy)-2-methyl-N-(1-(naphthalen-1-yl)cyclopropyl)benzamide O[C@H]1C[C@@H](N(C1)C)COC=1C=CC(=C(C(=O)NC2(CC2)C2=CC=CC3=CC=CC=C23)C1)C